3,4,5-trihydroxybenzoic acid monohydrate O.OC=1C=C(C(=O)O)C=C(C1O)O